C1[C@H]([C@H]([C@H](O[C@]1(C(=O)O)OC[C@@H]2[C@H]([C@@H]([C@H]([C@@H](O2)OC[C@@H]3[C@H]([C@@H]([C@H]([C@H](O3)OP(=O)(O)O)N)O)O)N)O)OP(=O)(O)O)[C@@H](CO)O)O)OP(=O)(O)O The molecule is an amino trisaccharide consisting of a 3-deoxy-D-manno-oct-2-ulose residue and two glucosamine residues (one at the reducing end) in a linear sequence, with three phosphate groups attached. Isolated from the lipopolysaccharide obtained from Haemophilus influenzae.